isostearyl ether phosphate salt P(=O)(O)(O)O.C(CCCCCCCCCCCCCCC(C)C)OCCCCCCCCCCCCCCCC(C)C